CN(C=1SC=2N=C(SC2N1)C=1N=CC(=C2C1NC=C2)C=2C=NN(C2)C)[C@@H]2C[C@H](NCC2)C N-Methyl-N-[(2R,4S)-2-methylpiperidin-4-yl]-5-[4-(1-methyl-1H-pyrazol-4-yl)-1H-pyrrolo[2,3-c]pyridin-7-yl][1,3]thiazolo[5,4-d][1,3]thiazol-2-amin